[Si](C)(C)(C(C)(C)C)OCC1=NN2C(C=C(C=C2CO)C2CC2)=C1 (2-(((tert-butyldimethylsilyl)oxy)methyl)-5-cyclopropylpyrazolo[1,5-a]pyridin-7-yl)methanol